Indium tin oxide [Sn]=O.[In]